(3-{[2-(4-bromophenyl)imidazo[1,2-a]pyridin-3-yl]methyl}-3,8-diazabicyclo[3.2.1]oct-8-yl)(3-fluoro-6-methoxypyridin-2-yl)methanone BrC1=CC=C(C=C1)C=1N=C2N(C=CC=C2)C1CN1CC2CCC(C1)N2C(=O)C2=NC(=CC=C2F)OC